CC1=CC(=NN1C=1C=C2C=CN(C2=CC1)CC1=CC=C(C=C1)[C@@]12CN(C[C@H]2C1)C)C(=O)N 5-methyl-1-(1-(4-((1R,5S)-3-methyl-3-azabicyclo[3.1.0]hex-1-yl)benzyl)-1H-indol-5-yl)-1H-pyrazole-3-carboxamide